1-({2-[(5-bromo-1-oxo-1,2-dihydro-2,7-naphthyridin-2-yl)methyl]imidazo[1,2-a]pyridin-6-yl}methyl)-4-methylpiperidine-4-carbonitrile BrC1=C2C=CN(C(C2=CN=C1)=O)CC=1N=C2N(C=C(C=C2)CN2CCC(CC2)(C#N)C)C1